C(CC)C1=CC=C(C=C1)S(=O)(=O)OC=1C=C(C=CC1)NC(=O)NC1=CC(=CC=C1)OS(=O)(=O)C1=CC=C(C=C1)CCC N,N'-di-[3-(p-propylbenzenesulfonyloxy)phenyl]urea